2,2,2-trichloroethyl (2-cyclopropyl-3-isopropyl-6,7-dihydro-5H-cyclopenta[b]pyridin-4-yl)carbamate C1(CC1)C1=C(C(=C2C(=N1)CCC2)NC(OCC(Cl)(Cl)Cl)=O)C(C)C